DL-alpha-aminocaprolactam N[C@H]1C(=O)NCCCC1 |r|